FC1=C(C=C(C=C1)N[C@H]1C(NC(CC1)=O)=O)N1CCNCC1 |r| (±)-3-((4-Fluoro-3-(piperazin-1-yl)phenyl)amino)piperidine-2,6-dione